3-cyclopentyl-1-propyl methacrylate C(C(=C)C)(=O)OCCCC1CCCC1